(6S,9R)-1,1-dimethylhexahydro-1H,3H-6,9-epiminooxazolo[3,4-a]azepin-3-one CC1(OC(N2C1[C@H]1CC[C@@H](C2)N1)=O)C